CC1(CC(=CC=2[O+]=C3C=C(C=CC3=CC12)N(CCCCCC(=O)O)CC)N(C1=CC=CC=C1)C)C 6-[[8,8-Dimethyl-6-(N-methylanilino)-7H-xanthen-10-ium-3-yl]-ethyl-amino]hexanoic acid